[Ba].[Ti] titanium-barium